1-[4-(4-methoxyphenyl)butyl]-1H-1,2,3-triazole COC1=CC=C(C=C1)CCCCN1N=NC=C1